6-bromo-1-methyl-N-(2,2,2-trifluoroethyl)-1,2-dihydro-3H-benzo[e]indole-3-carboximidamide BrC1=CC=CC=2C=3C(CN(C3C=CC21)C(NCC(F)(F)F)=N)C